CC1=CC=CSC=CC=C1 5-methylthionine